C(C)(=O)O.COC(=O)C1C(NCCC1)C 2-Methylpiperidine-3-carboxylic acid methyl ester acetate salt